IC1=CC=C(C=C1)\C(=C/COC1=CC(=C(OCC(=O)OC)C=C1)C)\C1=CC(=CC=C1)C(F)(F)F methyl (E)-[4-[3-(4-iodophenyl)-3-(3-trifluoromethylphenyl)allyloxy]-2-methylphenoxy]acetate